(S)-2-carbamoyl-4-methyl-3,6-dihydropyridine-1(2H)-carboxylic acid tert-butyl ester C(C)(C)(C)OC(=O)N1[C@@H](CC(=CC1)C)C(N)=O